C(C)(=O)OC1C[C@@H]([C@@](O1)(C#C)COC(C1=CC=C(C=C1)C)=O)OC(C1=CC=C(C=C1)C)=O [(2R,3S)-5-acetoxy-2-ethynyl-3-(4-methylbenzoyl)oxy-tetrahydrofuran-2-yl]methyl-4-methylbenzoate